COC=1C(=CC2=C(N=C(S2)NC(C(OC2CCOCC2)C2=CC=C(C=C2)S(=O)(=O)CC)=O)C1)OC N-(5,6-Dimethoxy-benzothiazol-2-yl)-2-(4-ethanesulfonyl-phenyl)-2-(tetrahydro-pyran-4-yloxy)-acetamide